iron (III) tris(N,N-bis(2-butyl)-3-oxo-heptanamide) CC(CC)N(C(CC(CCCC)=O)=O)C(C)CC.CC(CC)N(C(CC(CCCC)=O)=O)C(C)CC.CC(CC)N(C(CC(CCCC)=O)=O)C(C)CC.[Fe+3]